5-((((4-((S)-2-((S)-2-(6-(2,5-dioxo-2,5-dihydro-1H-pyrrol-1-yl)hexanamido)-3-methylbutanamido)-5-ureidopentanamido)benzyl)oxy)carbonyl)amino)-N,N,N-trimethyl-6-oxohexan-1-aminium O=C1N(C(C=C1)=O)CCCCCC(=O)N[C@H](C(=O)N[C@H](C(=O)NC1=CC=C(COC(=O)NC(CCCC[N+](C)(C)C)C=O)C=C1)CCCNC(=O)N)C(C)C